N-(4-(3,4-Dihydro-4-Oxo-3-(Pyridin-3-yl)Quinazolin-2-yl)Phenyl)-1-Methylazetidine-3-Carboxamide Dihydrochloride Cl.Cl.O=C1N(C(=NC2=CC=CC=C12)C1=CC=C(C=C1)NC(=O)C1CN(C1)C)C=1C=NC=CC1